1-(4-hydroxyphenyl)-2-((3aR,5r,6aS)-5-phenethylhexahydrocyclopenta[c]pyrrol-2(1H)-yl)ethanone OC1=CC=C(C=C1)C(CN1C[C@@H]2[C@H](C1)CC(C2)CCC2=CC=CC=C2)=O